COCCOC=1C=C(C=2N(C1)N=CC2C#N)C=2C=NC(=CC2)N2CCN(CC2)CC=2C=NC=C(C2)OC 6-(2-methoxyethoxy)-4-(6-(4-((5-methoxypyridin-3-yl)methyl)piperazin-1-yl)pyridin-3-yl)pyrazolo[1,5-a]pyridine-3-carbonitrile